F[B-](F)(F)F.C[NH+](C)C trimethylammonium tetrafluoroborate